N1CC(CC1)NC1=C(C(=O)O)C=CC=C1 2-(pyrrolidin-3-ylamino)benzoic acid